3-[4-(3-amino-3-methyl-azetidin-1-yl)-2-fluoro-3-methoxy-phenyl]piperidine-2,6-dione NC1(CN(C1)C1=C(C(=C(C=C1)C1C(NC(CC1)=O)=O)F)OC)C